4-chloro-6-(3-cyanophenyl)pyrazolo[1,5-a]pyrazine-2-carboxylic acid ethyl ester C(C)OC(=O)C1=NN2C(C(=NC(=C2)C2=CC(=CC=C2)C#N)Cl)=C1